ClC1=CC=C(C(=N1)N1N=C(C=C1C)C#N)C=O 1-(6-chloro-3-formylpyridin-2-yl)-5-methylpyrazole-3-carbonitrile